4-(2-(Cyclopropanesulfonamido)pyrimidin-4-yl)-1-(N,N-dimethylsulfamoyl)-N-(5-(6-ethoxypyrazin-2-yl)pyridin-2-yl)piperidine-4-carboxamide C1(CC1)S(=O)(=O)NC1=NC=CC(=N1)C1(CCN(CC1)S(N(C)C)(=O)=O)C(=O)NC1=NC=C(C=C1)C1=NC(=CN=C1)OCC